benz[e]-indoline C1CNC=2C=CC3=C(C12)C=CC=C3